CC(C)C(C(CCC1=CC=CC=C1)C)NS(=O)(=O)C1=CC=C(C=C1)C N-(2,4-dimethyl-6-phenylhexan-3-yl)-4-methylbenzenesulfonamide